C(C)(=O)C1=C(C=C(C=C1)Cl)C1=CC(N(C=C1OC)C(C(=O)NC1=CC(=CC=C1)CN)CC1=CC=CC=C1)=O 2-(4-(2-acetyl-5-chlorophenyl)-5-methoxy-2-oxopyridin-1(2H)-yl)-N-(3-(aminomethyl)phenyl)-3-phenylpropionamide